N-(7-chloro-1,3-dioxo-1,3-dihydroisobenzofuran-4-yl)acetamide ClC=1C=CC(=C2C(OC(C12)=O)=O)NC(C)=O